ClC1=NC2=CN=C(C(=C2C=C1)O)C(=O)OCC ethyl 2-chloro-5-hydroxy-1,7-naphthyridine-6-carboxylate